BrCCCCCCO[SiH](C)C ((6-bromohexyl)oxy)dimethylsilane